N-[(1R)-1-(3-Bromophenyl)ethyl]-1,1-diphenyl-methanimine BrC=1C=C(C=CC1)[C@@H](C)N=C(C1=CC=CC=C1)C1=CC=CC=C1